C1(CC1)CN1CCC2(C[C@@H]2C(=O)N[C@@H](CCCCCC(CC)=O)C=2OC(=CN2)C=2C=C3C=CN(C(C3=CC2OC)=O)C)CC1 (S)-6-(Cyclopropylmethyl)-N-((S)-1-(5-(7-methoxy-2-methyl-1-oxo-1,2-dihydroisochinolin-6-yl)oxazol-2-yl)-7-oxononyl)-6-azaspiro[2.5]octan-1-carboxamid